C(CCCCCCCCCCC)N(CCCCCCCCNC(=O)C12CC3(CC(CC(C1)C3)(C2)C(=O)NCCCCCCCCN(CCCCCCCCCCCC)CCCCCCCCCCCC)C(=O)NCCCCCCCCN(CCCCCCCCCCCC)CCCCCCCCCCCC)CCCCCCCCCCCC N1,N3,N5-Tris(8-(didodecylamino)octyl)adamantane-1,3,5-tricarboxamide